FC1N2CCN(C1)CC2 fluoro-1,4-diazabicyclo[2.2.2]Octane